tert-butyl (1S,5R)-3-(6,8-difluoro-2-((2-methyloxiran-2-yl)methoxy)quinazolin-4-yl)-1-methyl-3,8-diazabicyclo[3.2.1]octane-8-carboxylate FC=1C=C2C(=NC(=NC2=C(C1)F)OCC1(OC1)C)N1C[C@@]2(CC[C@H](C1)N2C(=O)OC(C)(C)C)C